tert-butyl (R)-3-(1-(2-cyano-4-(trifluoromethyl)-phenyl)-4-(6-(2-ethoxyphenyl)-5-fluoropyridin-3-yl)piperidine-4-carboxamido)pyrrolidine-1-carboxylate C(#N)C1=C(C=CC(=C1)C(F)(F)F)N1CCC(CC1)(C(=O)N[C@H]1CN(CC1)C(=O)OC(C)(C)C)C=1C=NC(=C(C1)F)C1=C(C=CC=C1)OCC